2-(aminoxy)acetamide O(N)CC(=O)N